ClC1=C(C=C(C=C1)C1=CN(C2=NC(=C(C=C21)C)C(=O)N2C(CN(CC2)C2=NC(=C(C(=O)O)C(=C2)C)C)(C)C)CC(C)C)F 6-(4-(3-(4-chloro-3-fluorophenyl)-1-isobutyl-5-methyl-1H-pyrrolo[2,3-b]pyridine-6-carbonyl)-3,3-dimethylpiperazin-1-yl)-2,4-dimethylnicotinic acid